C1N(CCC2=CC=CC=C12)C1N(C=2C=CC=C3C2C1=CC1=CC(=CC=C13)F)C 5-(3,4-dihydroisoquinolin-2(1H)-yl)-8-fluoro-4-methyl-4,5-dihydronaphtho[3,2,1-cd]indole